NC1=C(C=C(C=C1F)F)NC(C)=O N-(2-amino-3,5-difluorophenyl)acetamide